C(C=C)NC(C1=C(C(=C(C(=C1)CC1=C(C(=NC=C1)NS(=O)(=O)NC)F)F)F)NC1=C(C=C(C(=C1)F)I)F)=O N-allyl-2-((2,5-difluoro-4-iodophenyl)amino)-3,4-difluoro-5-((3-fluoro-2-((N-methylaminosulfonyl)amino)pyridin-4-yl)methyl)benzamide